O=C1NCCC1C#N 2-oxopyrrolidine-3-carbonitrile